OC1(C2=CC=CC=C2C=2C=CC=CC12)O 9,9-dihydroxyfluorene